BrC1=CC=CN2C(=C(C=C12)C#CCN(C(OC(C)(C)C)=O)C1=C(C=C(C=C1)C(NC)=O)F)SC(F)(F)F tert-butyl N-(3-{8-bromo-3-[(trifluoromethyl)sulfanyl]indolizin-2-yl}prop-2-yn-1-yl)-N-[2-fluoro-4-(methylcarbamoyl)phenyl]carbamate